((1S,3R)-3-((3-(3-amino-1H-pyrazol-5-yl)-2-methoxypyridin-4-yl)oxy)cyclopentyl)carbamic acid tert-butyl ester C(C)(C)(C)OC(N[C@@H]1C[C@@H](CC1)OC1=C(C(=NC=C1)OC)C1=CC(=NN1)N)=O